CC=1C=C(C=C(C1)C)C(C(=O)NC1CN(C1)C1=CC(=C(C(=C1)F)C1C(NC(CC1)=O)=O)F)(F)F 2-(3,5-dimethylphenyl)-N-(1-(4-(2,6-dioxopiperidin-3-yl)-3,5-difluorophenyl)azetidin-3-yl)-2,2-difluoroacetamide